C(#C)C1([C@H](O[C@@H]2OC(O[C@@H]21)(C)C)CO)OCOC ((3ar,5r,6ar)-6-ethynyl-6-(methoxymethoxy)-2,2-dimethyltetrahydrofurano[2,3-d][1,3]-dioxol-5-yl)methanol